CC=1C(C(=CCC1)C)C(=O)O 2,6-dimethylcyclohexa-2,5-diene-1-carboxylic acid